BrC=1C=CC(=C(C1)S(=O)(C)=NC(OC(C)(C)C)=O)C(F)F tert-butyl ((5-bromo-2-(difluoromethyl)phenyl)(methyl)(oxo)-λ6-sulfaneylidene)carbamate